C1(C(CCC(C(CC1)O)O)O)O cyclooctane-1,2,5,6-tetrol